(4-(4-Chlorophenyl)-1-methyl-1H-pyrazol-3-yl)((2S,3R,6R)-2,6-dimethyl-3-(((5-(trifluoromethyl)pyrazin-2-yl)amino)methyl)morpholino)methanone ClC1=CC=C(C=C1)C=1C(=NN(C1)C)C(=O)N1[C@@H]([C@@H](O[C@@H](C1)C)C)CNC1=NC=C(N=C1)C(F)(F)F